ethyl (1R,3s,5S)-3-(3-oxo-2,8-diazaspiro[4.5]decan-8-yl)-8-azabicyclo[3.2.1]octane-8-carboxylate O=C1NCC2(C1)CCN(CC2)C2C[C@H]1CC[C@@H](C2)N1C(=O)OCC